CC1=CC(=NN1)NC=1C=NC=2N(N1)C(=CN2)C2[C@H]1CC[C@@H](CN2)N1CCC#N (1R,5S)-3-(2-(((5-methyl-1H-pyrazol-3-yl)amino)imidazo[1,2-b][1,2,4]triazin-7-yl)-3,8-diazabicyclo[3.2.1]oct-8-yl)propionitrile